(5R)-N-[7-(3,6-dihydro-2H-pyran-4-yl)-4-(2H3)methoxy-[1,3]thiazolo[4,5-c]pyridin-2-yl]-7-oxa-2-azaspiro[4.5]decane-2-carboxamide O1CCC(=CC1)C=1C2=C(C(=NC1)OC([2H])([2H])[2H])N=C(S2)NC(=O)N2C[C@@]1(CC2)COCCC1